(2S)-[4-(carboxymethyl)thiazol-2-ylthio]-N-{[4-(3,4-dichlorobenzyl)morpholin-2-yl]methyl}acetamide C(=O)(O)CC=1N=C(SC1)SCC(=O)NC[C@H]1CN(CCO1)CC1=CC(=C(C=C1)Cl)Cl